BrC=1C(=NC(=NC1)NC1=C(C=C(C(=C1)C1CCC(CC1)(F)F)N1CCC(CC1)N1CCNCC1)OC)NC=1C(=C2N=CC=NC2=CC1)NS(=O)(=O)C N-(6-((5-bromo-2-((5-(4,4-difluorocyclohexyl)-2-methoxy-4-(4-(piperazin-1-yl)piperidin-1-yl)phenyl)amino)pyrimidin-4-yl)amino)quinoxalin-5-yl)methanesulfonamide